BrC=1N(C2=CC=C(C=C2C1)C(=O)O)S(=O)(=O)C1=CC=C(C)C=C1 bromo-1-tosyl-1H-indole-5-carboxylic acid